COC(=O)C=1N=NN(C1OC1=CC=C(C=C1)C1=CC=C(C=C1)C1CC(C1)(F)F)CC1=CC=C(C=C1)OC 5-((4'-(3,3-Difluorocyclobutyl)-[1,1'-biphenyl]-4-yl)oxy)-1-(4-methoxybenzyl)-1H-1,2,3-triazole-4-carboxylic acid methyl ester